OCC1=C(C=CC=C1)C1=CC=C(C=C1)C=1C=CC2=C(NC(=N2)C)C1 6-(2'-(Hydroxymethyl)-[1,1'-Biphenyl]-4-yl)-2-Methyl-1H-benzo[d]Imidazol